5-bromo-2-bromo-indoline BrC=1C=C2CC(NC2=CC1)Br